2-(3-(6-(trifluoromethyl)pyridin-3-yl)propyl)-7-thia-2-azaspiro[3.5]nonane 7,7-dioxide FC(C1=CC=C(C=N1)CCCN1CC2(C1)CCS(CC2)(=O)=O)(F)F